Cl.NCC1=NC=C(C=N1)C1=CC=C(C(=N1)OC(C)C)NC(=O)C=1C(=NOC1C)C1=CC=C(C=C1)F N-(6-(2-(Aminomethyl)pyrimidin-5-yl)-2-isopropoxypyridin-3-yl)-3-(4-fluorophenyl)-5-methylisoxazole-4-carboxamide hydrochloride